C(C)(C)(C)C1=NN=C(S1)C(=O)NC1C2=C(CN(CC1)C1COCC1)C=C(C=C2)C2=NC(=NC=C2)NC=2C=NN(C2)C 5-(tert-butyl)-N-(8-(2-((1-methyl-1H-pyrazol-4-yl)amino)pyrimidin-4-yl)-2-(tetrahydrofuran-3-yl)-2,3,4,5-tetrahydro-1H-benzo[c]azepin-5-yl)-1,3,4-thiadiazole-2-carboxamide